ClC1=C(C=CC=C1)CC(=O)NC1=CC(=C(C=C1)C=1N=C(SC1)N(C)C)S(N)(=O)=O 2-(2-chlorophenyl)-N-{4-[2-(dimethylamino)-1,3-thiazol-4-yl]-3-sulfamoylphenyl}acetamide